4-bromo-2-(2-(dimethylamino)ethoxy)benzoic acid BrC1=CC(=C(C(=O)O)C=C1)OCCN(C)C